COC=1C=NC2=CC=CC(=C2C1)N[C@@H]1CN(CC1)CC(=O)N1[C@@H](CCC1)C#N (2S)-1-[2-[(3S)-3-[(3-methoxy-5-quinolyl)amino]pyrrolidin-1-yl]acetyl]pyrrolidine-2-carbonitrile